ClC=1C(=C2C=C(NC(C2=CN1)=O)C1COC1)F 6-chloro-5-fluoro-3-(oxetan-3-yl)-2H-2,7-naphthyridin-1-one